(R)-4-chloro-1-((4-hydroxy-1-(3-phenylbutyryl)piperidin-4-yl)methyl)-5-phenylpyridin-2(1H)-one ClC1=CC(N(C=C1C1=CC=CC=C1)CC1(CCN(CC1)C(C[C@@H](C)C1=CC=CC=C1)=O)O)=O